FC1=C(C=C2C=C(N=CC2=C1)NC(OC[C@H]1CNCC1)=O)C1=C(C2=C(OCCN2)N=C1)C |r| (±)-Pyrrolidin-3-ylmethyl (7-fluoro-6-(8-methyl-2,3-dihydro-1H-pyrido[2,3-b][1,4]oxazin-7-yl)isoquinolin-3-yl)carbamate